O[C@H]1[C@@H](CC12CCN(CC2)S(=O)(=O)N)[C@H]2N1C(C3=CC=CC=C23)=CN=C1 (1S,2S)-1-Hydroxy-2-[(5R)-5H-imidazo[4,3-a]isoindol-5-yl]-7-azaspiro[3.5]nonan-7-sulfonamid